methyl (2S)-2-[[(2S)-3-cyclopropyl-2-[[(2S)-3,3-dimethyl-2-(pyrazine-2-carbonylamino)butanoyl]-methyl-amino]propanoyl]amino]-3-[(3S)-2-oxo-3-piperidyl]propanoate C1(CC1)C[C@@H](C(=O)N[C@H](C(=O)OC)C[C@H]1C(NCCC1)=O)N(C)C([C@H](C(C)(C)C)NC(=O)C1=NC=CN=C1)=O